2,3-diphenylfumaronitrile C1(=CC=CC=C1)/C(/C#N)=C(\C#N)/C1=CC=CC=C1